benzyl (R)-1-(9H-fluoren-9-yl)-10-methyl-3,6-dioxo-2,9-dioxa-4,7-diazaundecan-11-oate C1=CC=CC=2C3=CC=CC=C3C(C12)COC(NCC(NCO[C@@H](C(=O)OCC1=CC=CC=C1)C)=O)=O